TERT-BUTYL ACETATE C(C)(=O)OC(C)(C)C